tert-butyl 3-amino-4-cyano-2,5-dihydro-1H-pyrrole-1-carboxylate NC=1CN(CC1C#N)C(=O)OC(C)(C)C